N[C@H](C(=O)OC)CC1=C2CCCOC2=C(C=C1)C1=C(C=C(C=C1Cl)F)Cl methyl (S)-2-amino-3-(8-(2,6-dichloro-4-fluorophenyl)chroman-5-yl)propanoate